(S)-4-(4-(6-(((1R,3S,5S)-6,6-difluoro-8-azabicyclo[3.2.1]octan-3-yl)(methyl)amino)pyridazin-3-yl)-2-fluoro-5-hydroxyphenyl)-1-methylpiperidin-2-one FC1([C@@H]2C[C@H](C[C@H](C1)N2)N(C2=CC=C(N=N2)C2=CC(=C(C=C2O)[C@@H]2CC(N(CC2)C)=O)F)C)F